C(#N)C1=NC2=CC(=CC(=C2N=C1NCC1CC1)C(C)NC1=C(C(=O)O)C=CC=C1)C 2-((1-(2-cyano-3-((cyclopropylmethyl)amino)-7-methylquinoxalin-5-yl)ethyl)amino)benzoic acid